4-(9H-carbazol-9-yl)phenylpyrene methyl-3-bromo-1-(oxan-4-yl)pyrazolo[4,3-b]pyridine-5-carboxylate COC(=O)C1=CC=C2C(=N1)C(=NN2C2CCOCC2)Br.C2=CC=CC=1C3=CC=CC=C3N(C21)C2=CC=C(C=C2)C2=CC=C1C=CC3=CC=CC4=CC=C2C1=C34